4-(prop-1-yn-1-ylthio)aniline C(#CC)SC1=CC=C(N)C=C1